1-[(2S)-2-chloro-2'-methyl-6'-(1-methyltriazol-4-yl)spiro[6,7-dihydrothieno[3,2-c]pyran-4,4'-piperidine]-1'-yl]-2,2,2-trifluoro-ethanone ClC1=CC2=C(CCOC23CC(N(C(C3)C=3N=NN(C3)C)C(C(F)(F)F)=O)C)S1